cyclohex-2-en-1-amine C1(C=CCCC1)N